C(CC)[N+](C)(C)CCCCCCCO propyl-(7-hydroxyheptyl)dimethylammonium